3-methoxy-5,7-dihydrospiro[cyclopenta[b]pyridin-6,4'-piperidin]-5-amine hydrochloride Cl.COC=1C=C2C(=NC1)CC1(CCNCC1)C2N